C1(CC1)C1=C(C(=C2C(=N1)CCC2)NC(=O)N=[S@@](=O)(N)C2=NN(C=C2F)C(C)C)C2CC2 (S)-N'-((2,3-dicyclopropyl-6,7-dihydro-5H-cyclopenta[b]pyridin-4-yl)carbamoyl)-4-fluoro-1-isopropyl-1H-pyrazole-3-sulfonimidamide